CN(C1=CC=C(N=N1)/C=C/C=1C=NC(NC1)=O)C1CCNCC1 (E)-5-(2-(6-(methyl-(piperidin-4-yl)amino)-pyridazin-3-yl)vinyl)-pyrimidin-2(1H)-one